3-[4-[3-Methoxy-3-(piperazin-1-ylmethyl)cyclobutyl]-3-methyl-2-oxo-benzimidazol-1-yl]piperidine-2,6-dione COC1(CC(C1)C1=CC=CC=2N(C(N(C21)C)=O)C2C(NC(CC2)=O)=O)CN2CCNCC2